FC1=C(C(=C(C(=C1OP(OC1=C(C(=C(C(=C1F)F)F)F)F)(=O)C1=C(C(=C(C(=C1F)F)F)F)F)F)F)F)F Pentafluorophenylphosphonic acid di(pentafluorophenyl) ester